[N+](=O)([O-])C(C(C(CC[N+](=O)[O-])[N+](=O)[O-])NC1=CC=CC=C1)=O 1,3,5-trinitropentanoylaminobenzene